COC[Si](OC)(OC)CC methoxymethyl-ethyl-dimethoxysilane